BrC1=C(C(=O)O)C=C(C=C1)OC(F)F 2-bromo-5-(difluoromethoxy)benzoic acid